The molecule is a quaternary ammonium ion in which the substituents on nitrogen are methyl (three) and carboxymethyl. It has a role as a fundamental metabolite. It is a conjugate acid of a glycine betaine. C[N+](C)(C)CC(=O)O